(2R)-2-((5-(tert-butylamino)-2-(1-(tetrahydro-2H-pyran-2-yl)-1H-pyrazol-5-yl)thieno[3,2-b]pyridin-7-yl)amino)-4-methyl-1-pentanol C(C)(C)(C)NC1=CC(=C2C(=N1)C=C(S2)C2=CC=NN2C2OCCCC2)N[C@@H](CO)CC(C)C